N-(2'-((5-(trifluoromethyl)pyridin-2-yl)amino)-[2,3'-bipyridyl]-5'-yl)acrylamide FC(C=1C=CC(=NC1)NC1=NC=C(C=C1C1=NC=CC=C1)NC(C=C)=O)(F)F